The molecule is dianion of 1-deoxy-D-xylulose 5-phosphate arising from deprotonation of both phosphate OH groups; major species at pH 7.3. It is a conjugate base of a 1-deoxy-D-xylulose 5-phosphate. CC(=O)[C@H]([C@@H](COP(=O)([O-])[O-])O)O